NC1=C2C(=NC=N1)N(N=C2C2=CC=C(C=C2)OC)C(C)C2=NC1=C(C=CC=C1C(N2C2CCCC2)=O)Cl 2-(1-(4-amino-3-(4-methoxyphenyl)-1H-pyrazolo[3,4-d]pyrimidin-1-yl)ethyl)-8-chloro-3-cyclopentylquinazolin-4(3H)-one